C(C)(C)(C)OC(=O)N(CC(F)(F)C1=CC=CC(=N1)C(=O)OCC)C ethyl 6-(2-((tert-butoxycarbonyl)(methyl)amino)-1,1-difluoroethyl)picolinate